CC1=C(CSNC2=CC=CC=C2)C=CC(=C1)C (2,4-dimethylbenzylthio)aniline